2-(4,5-dihydro-2H,3'H-spiro[furan-3,1'-isobenzofuran]-6'-yl)acetonitrile C12(OCC3=CC=C(C=C13)CC#N)COCC2